N-(4-((3-((4-aminobutyl)carbamoyl)phenyl)carbamoyl)benzyl)-N-cyclopropyl-3-oxo-3,4-dihydro-2H-benzo[b][1,4]oxazine-7-carboxamide 2,2,2-trifluoroacetate FC(C(=O)O)(F)F.NCCCCNC(=O)C=1C=C(C=CC1)NC(=O)C1=CC=C(CN(C(=O)C=2C=CC3=C(OCC(N3)=O)C2)C2CC2)C=C1